CC1=CN=C(C=2C=CC=NC12)N 8-methyl-1,6-naphthyridin-5-amine